N-(5-((1r,3r)-3-(2-(isopropylamino)-2-oxoethyl)-3-methylcyclobutyl)-1H-pyrazol-3-yl)-3-(methoxymethyl)-1-methyl-1H-pyrazole-5-carboxamide C(C)(C)NC(CC1(CC(C1)C1=CC(=NN1)NC(=O)C1=CC(=NN1C)COC)C)=O